4-(3-Chloroanilino)-2'-{(2R)-3-[(furo[2,3-b]pyridin-4-yl)oxy]-2-methylpropyl}-2',3'-dihydrospiro[cyclohexane-1,1'-indene]-4-carboxylic acid ClC=1C=C(NC2(CCC3(C(CC4=CC=CC=C34)C[C@H](COC3=C4C(=NC=C3)OC=C4)C)CC2)C(=O)O)C=CC1